C(C1=CC=CC=C1)N(C(=O)C1=CC2=C(S1)C(=CC=C2OC)C2=CN(C(C=C2)=O)C)CCC2OC2 N-benzyl-4-methoxy-7-(1-methyl-6-oxo-1,6-dihydropyridin-3-yl)-N-(2-(oxiran-2-yl)ethyl)benzo[b]thiophene-2-carboxamide